C12C(CC(CC1)C2)[Si](OC)(OC)C 2-norbornyl-methyldimethoxysilane